N1C=CC2=CC(=CC=C12)NC(=O)C=1C2=C(SC1)C=C(C=C2)C2=CC=CC=C2 N-(1H-indol-5-yl)-6-phenylbenzo[b]Thiophene-3-carboxamide